IC1=C(C=2N(C=C1)C(=NN2)C2CC(OCC2)C)OC 7-iodo-8-methoxy-3-(2-methyltetrahydro-2H-pyran-4-yl)-[1,2,4]triazolo[4,3-a]pyridine